(S)-3-benzyl-2-carbonyl-1,3-oxazepine-4-formaldehyde C(C1=CC=CC=C1)N1C(OC=CC=C1C=O)=C=O